methyl 5-((tert-butoxycarbonyl)(4-methoxybenzyl)amino)-6-chloropyridazine-3-carboxylate C(C)(C)(C)OC(=O)N(C=1C=C(N=NC1Cl)C(=O)OC)CC1=CC=C(C=C1)OC